4-(3-fluoro-5,6-dimethoxybenzo[b]selenophen-2-yl)-2-methyl-4-oxobutanoic acid FC=1C2=C([Se]C1C(CC(C(=O)O)C)=O)C=C(C(=C2)OC)OC